C1=CC=CC=2C3=CC=CC=C3N(C12)C1=CC(=CC=C1)N1C2=CC=CC=C2C=2C=CC=CC12 1,3-di-(9-carbazolyl)benzene